C1(=CC=C(C=C1)C1=CC2=C(C(=CO2)CNC2CNCC2)C=C1C1=CC=C(C#N)C=C1)C1=CC=CC=C1 4-(6-([1,1'-biphenyl]-4-yl)-3-((pyrrolidin-3-ylamino)methyl)benzofuran-5-yl)benzonitrile